F[C@H]1C[C@H](N2N=C(N=C21)N2N=CC(=C2)C2=NC=NC=C2)C2=CC=CC=C2 (5s,7s)-7-fluoro-5-phenyl-2-(4-pyrimidin-4-ylpyrazol-1-yl)-6,7-dihydro-5H-pyrrolo[1,2-b][1,2,4]triazole